C1CCCC2=NC3=CC=CC=C3C(=C12)NCCN N1-(1,2,3,4-tetrahydroacridin-9-yl)ethane-1,2-diamine